BrC1=C(C(=CC(=C1)I)OC)CC(=O)OC methyl (2-bromo-6-methoxy-4-iodophenyl)acetate